tetrahydroindolo[2,1-h]pteridin-6-one N1CNCC=2NC(C=3N(C12)C1=CC=CC=C1C3)=O